N[C@]1(C[C@@H](CCC1)C(F)(F)F)COC1=C(C#N)C(=CC(=C1)C1=CN=C2N1C=CC=C2)SC 2-(((1r,3r)-1-amino-3-(trifluoromethyl)cyclohexyl)methoxy)-4-(imidazo[1,2-a]pyridin-3-yl)-6-(methylthio)benzonitrile